5-propoxy-3-[1,2,3,6-tetrahydro-1-[4-[1-(2-methoxyphenyl)-1H-pyrazol-4-yl]butyl]-4-pyridinyl]-1H-indole sulfate S(=O)(=O)(O)O.C(CC)OC=1C=C2C(=CNC2=CC1)C=1CCN(CC1)CCCCC=1C=NN(C1)C1=C(C=CC=C1)OC